tert-butyl (S)-2-(6-(3-methyl-1H-pyrrolo[2,3-b]pyridin-5-yl)-2-(2-(tetrahydro-2H-pyran-4-yl)acetyl)-1,2,3,4-tetrahydroisoquinolin-8-yl)pyrrolidine-1-carboxylate CC1=CNC2=NC=C(C=C21)C=2C=C1CCN(CC1=C(C2)[C@H]2N(CCC2)C(=O)OC(C)(C)C)C(CC2CCOCC2)=O